FC(C=1C=C(C=C(C1)C(F)(F)F)[C@H](CC(=O)O)NC(CNC(=O)C1=CC(=C2C=NNC2=C1)NC=1NCC(CN1)F)=O)(F)F (3S)-3-(3,5-bis(trifluoromethyl)phenyl)-3-(2-(4-((5-fluoro-1,4,5,6-tetrahydropyrimidin-2-yl)amino)-1H-indazole-6-carboxamido)acetamido)propanoic acid